diglycidyl-dimethylaniline C(C1CO1)C=1C(=C(N(C)C)C=CC1)CC1CO1